N1(CCNCC1)C1=NC(=CC=C1)N1CCNCC1 2,6-di(piperazin-1-yl)pyridin